2-[(2-{1-[(tert-butoxy)carbonyl]-1H-indol-6-yl}ethyl)({[(9H-fluoren-9-yl)methoxy]carbonyl})amino]acetic acid C(C)(C)(C)OC(=O)N1C=CC2=CC=C(C=C12)CCN(CC(=O)O)C(=O)OCC1C2=CC=CC=C2C=2C=CC=CC12